C1(CCC1)[C@@H](C)NC(=O)C1CNCCC1 |r| piperidine-3-carboxylic acid ((1RS)-1-cyclobutyl-ethyl)-amide